NC=1N=C(C=C2C=C(N=CC12)NC(N(C)C)=O)C=1C=NC=CC1CC 3-[8-amino-6-(4-ethyl-3-pyridyl)-2,7-naphthyridin-3-yl]-1,1-dimethyl-urea